[Si](C)(C)(C(C)(C)C)OCCCC1(N(C2=C(CNCC2)N1)C)C(=O)[O-] 2-(((tert-butyldimethylsilyl) oxy) propyl)-1-methyl-4,5,6,7-tetrahydro-1H-imidazo[4,5-c]pyridine-2-carboxylate